N-[[6-(cyclohexylcarbamoyl)-6-azaspiro[2.5]octan-2-yl]methyl]furo[2,3-c]pyridine-2-carboxamide C1(CCCCC1)NC(=O)N1CCC2(C(C2)CNC(=O)C2=CC=3C(=CN=CC3)O2)CC1